2-(2-Aminopyridin-4-yl)-N-(7-morpholino-3-oxo-3,4-dihydro-2H-benzo[b][1,4]oxazin-6-yl)oxazole-4-carboxamide NC1=NC=CC(=C1)C=1OC=C(N1)C(=O)NC1=CC2=C(OCC(N2)=O)C=C1N1CCOCC1